C(C)(C)(C)C1=CC=C(CN2N=C3N([C@H](CCC3)C(=O)N3CCCC3)C2=O)C=C1 |r| (5RS)-2-(4-tert-butylbenzyl)-5-(pyrrolidin-1-ylcarbonyl)-5,6,7,8-tetrahydro[1,2,4]triazolo[4,3-a]pyridine-3(2H)-one